C(#N)[B-](C#N)(C#N)C#N.CC=1NC=C[N+]1C 2,3-Dimethylimidazolium tetracyanoborat